3-ethyl-6-(4-fluorobenzyl)-5-(methylthio)-1,2,4-triazine C(C)C=1N=NC(=C(N1)SC)CC1=CC=C(C=C1)F